tert-Butyl (S)-3-amino-4-((3-methoxyphenethyl)amino)-4-oxobutanoate N[C@@H](CC(=O)OC(C)(C)C)C(=O)NCCC1=CC(=CC=C1)OC